C(C)(C)(C)OC(=O)N1C(CNCC1)C1=C(C=C(C=C1)C1=NC(=NO1)C1=C(C=CC=C1)[N+](=O)[O-])[N+](=O)[O-] (2-nitro-4-(3-(2-nitrophenyl)-1,2,4-oxadiazol-5-yl)phenyl)piperazine-1-carboxylic acid tert-butyl ester